C=C1CCCCC1 2-Methylenecyclohexane